3',5'-dibromo-[1,1'-biphenyl]-4-carbonitrile BrC=1C=C(C=C(C1)Br)C1=CC=C(C=C1)C#N